(E)-6-((4'-aminobiphenyl-4-yl)diazenyl)-7-methoxy-2-oxo-2H-chromene NC1=CC=C(C=C1)C1=CC=C(C=C1)/N=N/C=1C=C2C=CC(OC2=CC1OC)=O